C([C@@H](O)C)(=O)[O-].[Zn+2].C([C@@H](O)C)(=O)[O-] zinc L-(+)-lactate